FC1=C(OC2C[C@@H]3[C@@H](CN(C3)CC(O)C3=CC=C(C=N3)O)C2)C=CC=C1F rac-6-(2-((3aR,5s,6aS)-5-(2,3-difluorophenoxy)hexahydrocyclopenta[c]pyrrol-2(1H)-yl)-1-hydroxyethyl)pyridin-3-ol